C(C)(=S)O.C(C)(=S)O.C(C)(=S)O.C(#N)C(CCC(=O)O)C (4-Cyanovaleric acid) trithioacetate